N-[(2-Oxo-1H-pyridin-3-yl)sulfonyl]-6-phenyl-2-[(4S)-2,2,4-trimethylpyrrolidin-1-yl]pyridin-3-carboxamid O=C1NC=CC=C1S(=O)(=O)NC(=O)C=1C(=NC(=CC1)C1=CC=CC=C1)N1C(C[C@@H](C1)C)(C)C